1,2,3-trifluorobromobenzene FC1=C(C(=C(C=C1)Br)F)F